tert-butyl ((2S,3R)-1-(3-(benzyloxy)phenyl)-3-hydroxy-4-((2-(3-methoxyphenyl)propan-2-yl)amino)butan-2-yl)carbamate C(C1=CC=CC=C1)OC=1C=C(C=CC1)C[C@@H]([C@@H](CNC(C)(C)C1=CC(=CC=C1)OC)O)NC(OC(C)(C)C)=O